C[Si](O[SiH](O[SiH](C)O[Si](C)(C)C)C)(C)C 1,3-bis(trimethylsilyloxy)-1,3-dimethyldisiloxane